Ethyl 7-methoxy-1-(4-(morpholinomethyl)phenyl)-1,4-dihydrothiochromeno[4,3-c]pyrazole-3-carboxylate 5,5-dioxide COC=1C=CC2=C(C1)S(CC1=C2N(N=C1C(=O)OCC)C1=CC=C(C=C1)CN1CCOCC1)(=O)=O